ClC=1C=C(C=CC1)C1=CNC=2N=CN=C(C21)N(CC(CCC(=O)NC)C)C (3-((5-(3-chlorophenyl)-7H-pyrrolo[2,3-d]pyrimidin-4-yl)(methyl)amino)-2-methylpropyl)-N-methylacetamide